2-chloro-6-(4-trifluoromethylphenyl)pyrimidine-4-carboxylic acid potassium [K].ClC1=NC(=CC(=N1)C(=O)O)C1=CC=C(C=C1)C(F)(F)F